Diundecyl malonate C(CC(=O)OCCCCCCCCCCC)(=O)OCCCCCCCCCCC